N[C@@H](C(=O)O)CCP(=O)([O-])C.[NH4+] |r| ammonium (2RS)-2-amino-4-(methylphosphinato)-butyric acid